(biphenyl-4-yl)-(2'-bromo-1,1':3',1''-terphenyl-5'-yl)-(9,9-diphenyl-9H-fluoren-2-yl)-amine C1(=CC=C(C=C1)N(C1=CC=2C(C3=CC=CC=C3C2C=C1)(C1=CC=CC=C1)C1=CC=CC=C1)C=1C=C(C(=C(C1)C1=CC=CC=C1)Br)C1=CC=CC=C1)C1=CC=CC=C1